2-dodecyloxide CC(CCCCCCCCCC)OC(C)CCCCCCCCCC